tert-butyl 3-((N-(2,4-dimethoxybenzyl) sulfamoyl) methyl)-3-hydroxyazetidine-1-carboxylate COC1=C(CNS(=O)(=O)CC2(CN(C2)C(=O)OC(C)(C)C)O)C=CC(=C1)OC